CN(C(CCCCCCCCCCC)=O)C N,N-dimethyl-n-dodecanamide